tetrahydro-4H-pyrrolo[3,2-d]pyrimidin-4-one N1CNC(C2C1=CC=N2)=O